CN1CCN(C2=CC=CC=C12)C 1,4-dimethyl-1,2,3,4-tetrahydroquinoxalin